C(C1=CC=CC=C1)OC1=C(C=CC(=C1)S(=O)(=O)C)C1=NN=C(C2=CC=CC=C12)N[C@H]1C[C@@H](CC1)O (1R,3R)-3-[[4-(2-benzyloxy-4-methylsulfonyl-phenyl)phthalazin-1-yl]amino]cyclopentanol